5-[[4-[(4-amino-4-imino-butanoyl)amino]-3-fluoro-phenyl]sulfonylamino]thiazole-4-carboxylic acid NC(CCC(=O)NC1=C(C=C(C=C1)S(=O)(=O)NC1=C(N=CS1)C(=O)O)F)=N